tert-Butyl (3-(5-carbamoyl-2-(1-ethyl-3-methyl-1H-pyrazole-5-carboxamido)-1H-benzo[d]imidazole-1-yl)pentyl)carbamate C(N)(=O)C1=CC2=C(N(C(=N2)NC(=O)C2=CC(=NN2CC)C)C(CCNC(OC(C)(C)C)=O)CC)C=C1